C1(CC1)C=1C=C(C(=O)N=C2NCCCN2)C=CC1NC1=CC(=CC=C1)C(NC1CCOCC1)=O 3-cyclopropyl-N-(1,3-diazinan-2-ylidene)-4-({3-[(oxan-4-yl)carbamoyl]phenyl}amino)benzamide